2,6-Bis(benzyloxy)-N-(4-bromo-5-fluoro-2-nitrophenyl)pyridin-3-amine C(C1=CC=CC=C1)OC1=NC(=CC=C1NC1=C(C=C(C(=C1)F)Br)[N+](=O)[O-])OCC1=CC=CC=C1